ClC=1C(=C(C=CC1)NC=1C2=C(N=CN1)C=NC(=C2)[C@H]2CNCCC2)F N-(3-chloro-2-fluoro-phenyl)-6-[(3R)-3-piperidyl]pyrido[3,4-d]pyrimidin-4-amine